CC1=C(CP(C2=CC=CC=C2)(C2=CC=CC=C2)=O)C(=CC(=C1)C)C 2,4,6-trimethyl-benzyl-diphenyl-phosphine oxide